(E)-2-Isopropyl-5-[2-(pyridazin-4-yl)vinyl]phenol C(C)(C)C1=C(C=C(C=C1)\C=C\C1=CN=NC=C1)O